6-(2-azabicyclo[2.2.1]heptan-6-ylamino)-3-[2-hydroxy-4-(trifluoromethyl)phenyl]-4-methyl-1,2,4-triazin-5-one C12NCC(CC1NC=1C(N(C(=NN1)C1=C(C=C(C=C1)C(F)(F)F)O)C)=O)C2